F[C@H]1[C@@H](C1)C(=O)Cl trans-2-fluorocyclopropanecarbonyl chloride